(S)-1-(3-(2-(2-methylazetidin-1-yl)-6,7-dihydro-5H-cyclopenta[d]pyrimidin-4-yl)phenyl)cyclopropan-1-amine C[C@@H]1N(CC1)C=1N=C(C2=C(N1)CCC2)C=2C=C(C=CC2)C2(CC2)N